CCCCCCCCCCCCCCCCCC(=O)NCC(=O)O N-stearoylglycine